4-amino-N,1-dimethyl-N-((6-(1-(trifluoromethyl)-1H-pyrazol-4-yl)-3-pyridazinyl)methyl)-1H-pyrazolo[4,3-c]quinoline-8-carboxamide NC1=NC=2C=CC(=CC2C2=C1C=NN2C)C(=O)N(CC=2N=NC(=CC2)C=2C=NN(C2)C(F)(F)F)C